O1C(=CC=C1)C=1NC=NN1 5-(furan-2-yl)-4H-1,2,4-triazole